NC1=NC(=NC=C1)N1C[C@@]2(CC1)C(NC1=CC(=C(C=C12)Cl)Cl)=O (S)-1'-(4-aminopyrimidin-2-yl)-5,6-dichlorospiro[indoline-3,3'-pyrrolidin]-2-one